2-(1-ethyl-3-methyl-1H-indazol-7-yl)-2-(3-(5-(5,6,7,8-tetrahydro-1,8-naphthyridin-2-yl)pentyloxy)azetidin-1-yl)acetic acid C(C)N1N=C(C2=CC=CC(=C12)C(C(=O)O)N1CC(C1)OCCCCCC1=NC=2NCCCC2C=C1)C